FC1=C(C=CC=C1)C(=O)N1CCC=2C1=CN=CC2C=2C=C1C=NN(C1=CC2)C (2-fluorophenyl)(4-(1-methyl-1H-indazol-5-yl)-2,3-dihydro-1H-pyrrolo[2,3-c]pyridin-1-yl)-methanone